3-(2-Bromo-5-fluorophenyl)-4-(methyl-d3)-4H-1,2,4-triazole BrC1=C(C=C(C=C1)F)C1=NN=CN1C([2H])([2H])[2H]